OC1=CC=CC2=C1SC(=C2)B(O)O 7-hydroxybenzo[b]thiophene-2-boronic acid